C(CCCCCCC)C(C(=O)[O-])S.C(CCCCCCC)C(C(=O)[O-])S.C[Sn+2]C dimethyl-tin bis(octyl thioglycolate)